3-(3-amino-6-cyclopropyl-1H-pyrazolo[3,4-b]pyrazin-1-yl)propan-1-ol NC1=NN(C2=NC(=CN=C21)C2CC2)CCCO